(-)-5-[3-Oxo-3-[3-[4-(2,2,2-trifluoroethyl)phenyl]azetidin-1-yl]propyl]pyrrolidin-2-one O=C(CCC1CCC(N1)=O)N1CC(C1)C1=CC=C(C=C1)CC(F)(F)F